Cl.NCCOC1CCC(C=2SC(=C(C21)C(=O)N)NC2=C(C=C(C=C2)I)F)=O (2-Aminoethoxy)-2-(2-fluoro-4-iodoanilino)-7-oxo-4,5,6,7-tetrahydrobenzo[b]thiophene-3-carboxamide hydrochloride